F[P-](F)(F)(F)(F)F.N1=NN(C2=NC=CC=C21)O[P+](N2CCCC2)(N2CCCC2)N2CCCC2 (3H-1,2,3-triazolo[4,5-b]pyridin-3-oxy)tris-1-pyrrolidinylphosphonium hexafluorophosphate